C(#N)C=1C(=C(C(=NC1)C(=O)NC=1C=C2C(=NN(C2=CC1)C1OCCCC1)[C@H]1C(C1)C1=CC=CC=C1)C)C 5-cyano-3,4-dimethyl-N-(3-((1R)-2-phenylcyclopropyl)-1-(tetrahydro-2H-pyran-2-yl)-1H-indazol-5-yl)picolinamide